3-hydroxy-3-azaspiro[4.5]decan ON1CCC2(C1)CCCCC2